benzyl 7-(((tert-butoxycarbonyl)amino)methyl)-7-(5-methylisoxazol-3-yl)-3-azabicyclo[4.1.0]heptane-3-carboxylate C(C)(C)(C)OC(=O)NCC1(C2CCN(CC12)C(=O)OCC1=CC=CC=C1)C1=NOC(=C1)C